(5'S,7a'R)-5'-(3,5-Difluorophenyl)-1-(8-(oxazol-2-yl)-[1,2,4]triazolo[1,5-a]pyridin-5-yl)tetrahydro-3'H-spiro[piperidine-4,2'-pyrrolo[2,1-b]oxazol]-3'-one FC=1C=C(C=C(C1)F)[C@@H]1CC[C@H]2OC3(C(N21)=O)CCN(CC3)C3=CC=C(C=2N3N=CN2)C=2OC=CN2